(N,N-dimethyl)aminophenol CN(C)C1=C(C=CC=C1)O